CC(C)(C)[S@@](=O)/N=C(\C)/C1=CC(=CC(=C1)C(F)(F)F)[N+](=O)[O-] (R,E)-2-methyl-N-(1-(3-nitro-5-(trifluoromethyl)phenyl)ethylidene)propane-2-Sulfinamide